C(C1=CC=CC=C1)OC=1C=CC2=C(C(=C(S2)C)C(=O)NCC(C)(N2CCOCC2)C)C1 5-(benzyloxy)-2-methyl-N-[2-methyl-2-(morpholin-4-yl)propyl]-1-benzothiophene-3-carboxamide